C1(CC1)C(=O)NC1=CC=C(C=C1)C1=C(N(C=C1)S(N)(=O)=O)C(=O)O 3-[4-(Cyclopropanecarbonylamino)phenyl]-1-sulfamoyl-pyrrole-2-carboxylic acid